C(C1=CC=CC=C1)OC(=O)N1[C@H]([C@H](CCC1)C(=O)N1CC2(CC2)CC1)C(=O)O (2R,3S)-1-((benzyloxy)carbonyl)-3-(5-azaspiro[2.4]heptane-5-carbonyl)piperidine-2-carboxylic acid